5,5'-diisopropyl-2,2'-dimethylbiphenyl C(C)(C)C=1C=CC(=C(C1)C1=C(C=CC(=C1)C(C)C)C)C